IC1=C2C=CN=C(C2=CN=C1)N 5-iodo-2,7-naphthyridin-1-amine